FC=1C(=C(C(=O)N)C=CC1OC1=CC=C(C=C1)C)F difluoro-4-(p-tolyloxy)benzamide